SC1(NNC=N1)S 3-sulfanyl-1H-1,2,4-triazole-3-Thiol